CC1(CCN(CC1)CC=1C=CC=NC1)C 5-((4,4-dimethylpiperidin-1-yl)methyl)pyridin